ClC=1C(=NC=CC1CN1CCN(CC1)C=1C=CC(=NC1C)C(=O)NC)NC(=O)NCC 5-(4-((3-chloro-2-(3-ethylureido)pyridin-4-yl)methyl)piperazin-1-yl)-N,6-dimethylpicolinamide